7-(5-fluoro-2-methyl-4-(1H-1,2,4-triazol-3-yl)phenyl)-1-isopropyl-3,4-dihydropyrazino[2,3-b]Pyrazin-2(1H)-one FC=1C(=CC(=C(C1)C1=CN=C2C(=N1)N(C(CN2)=O)C(C)C)C)C2=NNC=N2